C1(CCCCC1)C(C(=O)NC1=C(C=C(C=C1)C(C(=O)N(CC(F)(F)F)C)C)F)([2H])NC(=O)C1=CC=NN1CC#C N-(1-cyclohexyl-2-((2-fluoro-4-(1-(methyl(2,2,2-trifluoroethyl)amino)-1-oxopropan-2-yl)phenyl)amino)-2-oxoethyl-1-d)-1-(prop-2-yn-1-yl)-1H-pyrazole-5-carboxamide